1-(8-quinolyl)-sulfonyl-piperidine-4-carboxylic acid N1=CC=CC2=CC=CC(=C12)S(=O)(=O)N1CCC(CC1)C(=O)O